P(O)(O)(=O)N.C1(CC1)O[C@@H]1C[C@H](N(C1)C(CNC(C1=CC=C(C=C1)OC1=CC=CC=C1)=O)=O)C(=O)N (2S,4R)-4-cyclopropoxy-1-((4-phenoxybenzoyl)glycyl)pyrrolidine-2-carboxamide phosphoramidate